C(C)NS(=O)(=O)NC1=NC=CC(=C1)CN1CC(N(CC1)C=1C=C(C(=NC1)C(=O)NC)F)C 5-(4-((2-((N-ethylsulfamoyl)amino)pyridin-4-yl)methyl)-2-methylpiperazin-1-yl)-3-fluoro-N-methylpicolinamide